F[C@H]1[C@H](O[C@@H]2[C@@H]1OP(OC2)(OCCC2=CC=CC=C2)=O)N2C(NC(C(=C2)C)=O)=O 1-((4aS,6S,7R,7aS)-7-Fluoro-2-oxido-2-phenethoxytetrahydro-4H-furo[3,2-d][1,3,2]dioxaphosphinin-6-yl)-5-methylpyrimidine-2,4(1H,3H)-dione